[Au].[Ag].[Cu].[Sb] antimony copper-silver-gold